NC1CCC(CCC1)SCC1=NC2=C(C=CC=C2C(N1)=O)C 2-(((4-aminocycloheptyl)thio)methyl)-8-methyl-quinazolin-4(3H)-one